C(CCCCCCCCCCCCCCC)(=O)O z-hexadecanoic acid